2-(3-(3-Ethoxy-3-oxopropyl)phenyl)-5,5-difluoro-7-hydroxy-2-methylheptanoic acid C(C)OC(CCC=1C=C(C=CC1)C(C(=O)O)(CCC(CCO)(F)F)C)=O